C(C)(C)(C)OC1C(CC2N(CCC3=CC(=C(C=C23)OC)OC[C@@H]2[C@@H](C2)F)C1)O 3-(tert-butoxy)-9-(((1R,2R)-2-fluorocyclopropyl)methoxy)-10-methoxy-1,3,4,6,7,11b-hexahydro-2H-pyrido[2,1-a]isoquinolin-2-ol